COC(C1=CC(=C(C=C1)OC)CO)=O 3-(hydroxymethyl)-4-methoxy-benzoic acid methyl ester